NC1=CC=C(C=C1)C1=C(C(=O)N)C=CC=C1NC1=NC=C(C=C1)C1=CC(=CC=C1)F (4-aminophenyl)-3-((5-(3-fluorophenyl)pyridin-2-yl)amino)benzamide